2-benzyl 9-tert-butyl 2,9-diazadispiro[3.1.5^{6}.1^{4}]dodecane-2,9-dicarboxylate C1N(CC12CC1(CCN(CC1)C(=O)OC(C)(C)C)C2)C(=O)OCC2=CC=CC=C2